2,3,4,7,8,9,10,11,12,13,14,15,16,17-tetradecahydro-1H-cyclopenta[a]phenanthren-3-ol C1CC(CC2=CCC3C4CCCC4CCC3C12)O